C1(CC1)C1=NNC(=N1)C1CC2(CN(C2)C(=O)N2CC3(C2)CN(C3)CC3=NOC(=C3)C(F)(F)F)C1 [6-(3-cyclopropyl-1H-1,2,4-triazol-5-yl)-2-azaspiro[3.3]heptan-2-yl]-[6-[[5-(trifluoromethyl)isoxazol-3-yl]methyl]-2,6-diazaspiro[3.3]heptan-2-yl]methanone